(2-aminobenzo[d]thiazol-4-yl)boronic acid NC=1SC2=C(N1)C(=CC=C2)B(O)O